C1(CC1)C1=NC=NC(=C1C1=NC(=C2N=CNC2=N1)NCC1=CC=C(C=C1)N1N=C(C=C1C)C(F)(F)F)OC 2-(4-cyclopropyl-6-methoxypyrimidin-5-yl)-N-(4-(5-methyl-3-(trifluoromethyl)-1H-pyrazol-1-yl)benzyl)-9H-purin-6-amine